CN(CC(=O)OC1=CC2=CC=C(C(=C2C(=C1)C1=C(C=2N=C(N=C(C2C=N1)N1CCOCCC1)OC[C@]12CCCN2C[C@@H](C1)F)F)C#C)F)C 5-ethynyl-6-fluoro-4-(8-fluoro-2-(((2R,7aS)-2-fluorotetrahydro-1H-pyrrolizin-7a(5H)-yl)methoxy)-4-(1,4-oxazepan-4-yl)pyrido[4,3-d]pyrimidin-7-yl)naphthalen-2-yl dimethylglycinate